BrC1=CC2=C(C(N(N=C2C(C)C)CC(=O)OCC)=O)S1 ethyl 2-(2-bromo-4-isopropyl-7-oxo-thieno[2,3-d]pyridazine-6-yl)acetate